3-hexyloxythiophene C(CCCCC)OC1=CSC=C1